COC(=O)C1=C(CCOC1)OS(=O)(=O)C(F)(F)F 4-(trifluoromethylsulfonyloxy)-3,6-dihydro-2H-pyran-5-carboxylic acid methyl ester